ClC1=CC(=NC=N1)N1CC(C2=NC(=CC=C21)C=2C=NN(C2)C)(C)C 1-(6-chloropyrimidin-4-yl)-3,3-dimethyl-5-(1-methyl-1H-pyrazol-4-yl)-2,3-dihydro-1H-pyrrolo[3,2-b]pyridine